2-(4-(benzyloxy)-3-methoxy-5-((4-methoxybenzyl)oxy)benzyl)pyridine-2,3-diamine C(C1=CC=CC=C1)OC1=C(C=C(CC2(NC=CC=C2N)N)C=C1OCC1=CC=C(C=C1)OC)OC